(1R,2S)-2-(cyclopropylamino)cyclopentane-1-carboxylic acid ethyl ester C(C)OC(=O)[C@H]1[C@H](CCC1)NC1CC1